N-(4-(4-Methylpiperazin-1-yl)phenyl)-4-((4-methylpyrimidin-5-yl)amino)-2-oxo-1,2-dihydropyridine-3-carboxamide CN1CCN(CC1)C1=CC=C(C=C1)NC(=O)C=1C(NC=CC1NC=1C(=NC=NC1)C)=O